1-(4-((4-((6-(furan-2-yl)-3-methoxypyrazin-2-yl)amino)-7-methoxyquinazolin-6-yl)oxy)piperidine-1-yl)prop-2-en-1-one O1C(=CC=C1)C1=CN=C(C(=N1)NC1=NC=NC2=CC(=C(C=C12)OC1CCN(CC1)C(C=C)=O)OC)OC